C1(CCCC1)C(=O)C=1NC=CN1 cyclopentyl(1H-imidazol-2-yl)methanone